O1CCN(CC1)C(C[C@H](C(=O)N[C@@H](CCCC1=CC=CC=C1)B(O)O)NS(=O)(=O)C(F)(F)F)=O ((R)-1-((R)-4-morpholino-4-oxo-2-(trifluoromethylsulfonamido)butanamido)-4-phenylbutyl)boronic acid